C1=CC=C2C(=C1)C=CC=C2C3=C(C4=CC=CC=C4C=C3)C5=C(C6=CC=CC=C6C=C5)C7=CC=CC8=CC=CC=C87 quaternaphthyl